2-(4-heptylphenyl)-4,8-quinolinedicarboxylic acid C(CCCCCC)C1=CC=C(C=C1)C1=NC2=C(C=CC=C2C(=C1)C(=O)O)C(=O)O